CC1=NOC(=C1C1=CC2=C(N(C(=N2)[C@]2(CCC(N2C2=CC=C(C=C2)OC)=O)C)C2CCC(CC2)OC)C=C1)C (R)-5-(5-(3,5-dimethylisoxazol-4-yl)-1-((1R,4R)-4-methoxycyclohexyl)-1H-benzo[d]imidazol-2-yl)-1-(4-methoxyphenyl)-5-methylpyrrolidin-2-one